(2,6-difluorophenyl)-N-[4-(5-chloro-2-methylbenzoxazol-6-yl)phenyl]carboxamide FC1=C(C(=CC=C1)F)C(=O)NC1=CC=C(C=C1)C1=CC2=C(N=C(O2)C)C=C1Cl